NC(CCN1C=NC=C1)=O 1-(3-amino-3-oxopropyl)imidazole